N-((1r,4r)-4-((3,3-difluoropropyl)amino)cyclohexyl)-2-(1H-imidazol-1-yl)-5H-pyrrolo[3,2-d]pyrimidine-4-carboxamide FC(CCNC1CCC(CC1)NC(=O)C=1C2=C(N=C(N1)N1C=NC=C1)C=CN2)F